ClC1=C(OC2CCNCC2)C=CC=C1 4-(2-chlorophenoxy)piperidine